CC1=CC=C(S1)C(=O)N1CCC(CC1)C(=O)N1N=CCC1C1=CC=CC=C1 (5-methylthiophen-2-yl)(4-(5-phenyl-4,5-dihydro-1H-pyrazole-1-carbonyl)piperidin-1-yl)methanone